(2-(5-((4-bromo-6-fluoro-1H-indol-5-yl)oxy)-2-fluorophenyl)-1H-imidazol-4-yl)methanol BrC1=C2C=CNC2=CC(=C1OC=1C=CC(=C(C1)C=1NC=C(N1)CO)F)F